N1(CCCC2=NC=CC=C12)C1=NNC2=NC(=CN=C21)C2CCC1(CC3=CC=CC=C3[C@@H]1NC(OC(C)(C)C)=O)CC2 tert-butyl N-[(1r,3'R,4R)-4-[3-(1,2,3,4-tetrahydro-1,5-naphthyridin-1-yl)-1H-pyrazolo[3,4-b]pyrazin-6-yl]-1',3'-dihydrospiro[cyclohexane-1,2'-inden]-3'-yl]carbamate